3-ethyl-5-methyl-2-((2-(4-benzyl-1H-1,2,3-triazol-1-yl)ethoxy)methyl)-4-(2-chlorophenyl)-6-methyl-1,4-dihydropyridine-3,5-dicarboxylic acid C(C)C1(C(NC(C(C1C1=C(C=CC=C1)Cl)(C(=O)O)C)C)COCCN1N=NC(=C1)CC1=CC=CC=C1)C(=O)O